C1=CC=C2C(=C1)[C@@H](C(=O)N2)C3=CNC4=CC=CC=C43 biindole